2-(1H-pyrazol-4-yl)-1,2,3,4-tetrahydroquinoline N1N=CC(=C1)C1NC2=CC=CC=C2CC1